(S)-N-(2-(3-(dimethylamino)pyrrolidin-1-yl)-5-((4-(7-methoxy-1-methyl-1H-indol-3-yl)-5-(trifluoromethyl)pyrimidin-2-yl)amino)phenyl)acetamide CN([C@@H]1CN(CC1)C1=C(C=C(C=C1)NC1=NC=C(C(=N1)C1=CN(C2=C(C=CC=C12)OC)C)C(F)(F)F)NC(C)=O)C